OC=1C=C(C#N)C=C(C1)F 3-hydroxy-5-fluoro-benzonitrile